CC1=NN=C(S1)NS(=O)(=O)C=1C=C(C=CC1)CCCCCCC(=O)O 7-(3-(N-(5-methyl-1,3,4-thiadiazol-2-yl)sulfamoyl)phenyl)heptanoic acid